F[C@H]1C(O)O[C@@H]([C@H]([C@@H]1OCC1=CC=CC=C1)OCC1=CC=CC=C1)COCC1=CC=CC=C1 2-fluoro-2-deoxy-3,4,6-tri-O-benzyl-D-glucopyranose